7-[1-(1-Cyano-4-piperidyl)-5-methyl-triazol-4-yl]-5-[(1R)-1-(3-fluoro-2-pyridyl)ethoxy]imidazo[1,2-a]pyridine-3-carbonitrile C(#N)N1CCC(CC1)N1N=NC(=C1C)C1=CC=2N(C(=C1)O[C@H](C)C1=NC=CC=C1F)C(=CN2)C#N